ClC=CC(CCl)Cl 1,3,4-trichloro-1-butene